FC(C[C@H](CC)C)(F)[C@]1(CC[C@H]2[C@H](O1)CC(C2CCCCCCC(=O)O)=O)O 7-{(2R,4aR,7aR)-2-[(3S)-1,1-difluoro-3-methylpentyl]-2-hydroxy-6-oxooctahydrocyclopenta[b]pyran-5-yl}heptanoic acid